4-(tert-butyl)-9-[2-carboxy(4-methyl-4-cyclohexenyl)]carbonyloxyanthracene C(C)(C)(C)C1=CC=CC2=C(C3=CC=CC=C3C=C12)OC(=O)C1C(CC(=CC1)C)C(=O)O